N[C@H]1CS(C2=C(N(C1=O)CC1=CC=C(C=C1)Cl)C=C(C(=C2)F)C=2OC(=NN2)NC2CCCC2)(=O)=O (3R)-3-amino-5-[(4-chlorophenyl)methyl]-7-[5-(cyclopentylamino)-1,3,4-oxadiazol-2-yl]-8-fluoro-1,1-dioxo-2,3-dihydro-1λ6,5-benzothiazepin-4-one